4-((1-(3-amino-5-(trifluoromethyl)phenyl)ethyl)amino)-2-methylpyridine NC=1C=C(C=C(C1)C(F)(F)F)C(C)NC1=CC(=NC=C1)C